NC=1C(=C(C#N)C=CC1)N1N=CC(=C1)C(F)(F)F 3-amino-2-(4-(trifluoromethyl)-1H-pyrazol-1-yl)benzonitrile